4-methoxy-5-(4-methylpiperazin-1-yl)-1-{[2-(trimethylsilyl)ethoxy]methyl}-1H-indazole-7-carboxamide COC1=C2C=NN(C2=C(C=C1N1CCN(CC1)C)C(=O)N)COCC[Si](C)(C)C